N-(4-(3-cyano-7-(trifluoromethyl)-4,5,6,7-tetrahydropyrazolo[1,5-a]pyrimidin-2-yl)benzyl)-5-fluoro-2-(deuteromethoxy)benzamide C(#N)C=1C(=NN2C1NCCC2C(F)(F)F)C2=CC=C(CNC(C1=C(C=CC(=C1)F)OC[2H])=O)C=C2